ClCC[C@@H](O)C1=CC=CC=C1 |o1:3| R or S-3-chloro-1-phenylpropanol